2-(3'-tert-butyl-5'-[2-(2-ethyl-hexyloxy)carbonylethyl]-2'-hydroxyphenyl)benzotriazole C(C)(C)(C)C=1C(=C(C=C(C1)CCC(=O)OCC(CCCC)CC)N1N=C2C(=N1)C=CC=C2)O